(2R)-N-((S)-(3-chloro-2-fluorophenyl)(trans-3-(trifluoromethyl)cyclobutyl)-methyl)-2-methyl-3-oxopiperazine-1-carboxamide ClC=1C(=C(C=CC1)[C@@H](NC(=O)N1[C@@H](C(NCC1)=O)C)[C@@H]1C[C@H](C1)C(F)(F)F)F